tert-butyl 8-((trans)-2-(methoxycarbonyl)cyclopropane-1-carbonyl)-3,8-diazabicyclo[3.2.1]octane-3-carboxylate COC(=O)[C@H]1[C@@H](C1)C(=O)N1C2CN(CC1CC2)C(=O)OC(C)(C)C